(4-Chloro-2-iodophenyl)methanol ClC1=CC(=C(C=C1)CO)I